(E)-3-(4-((1R,3R)-2-(bicyclo[1.1.1]pentan-1-yl)-3-methyl-2,3,4,9-tetrahydro-1H-pyrido[3,4-b]indol-1-yl)-3,5-difluorophenyl)acrylic acid C12(CC(C1)C2)N2[C@@H](C=1NC3=CC=CC=C3C1C[C@H]2C)C2=C(C=C(C=C2F)/C=C/C(=O)O)F